(2-methoxy-6-methyl-phenyl)boronic acid COC1=C(C(=CC=C1)C)B(O)O